N'-Hydroxypropanamidine ON=C(CC)N